COC=1C=C(C=CC1OC(\C=C\C1=CC=NC=C1)=O)C1NC(NC(=C1C(=O)OCC)C)=O (E)-ethyl 4-(3-methoxy-4-(3-(pyridin-4-yl)acryloyloxy)phenyl)-6-methyl-2-oxo-1,2,3,4-tetrahydropyrimidine-5-carboxylate